5-((5-fluoro-2-methylphenyl) carbamoyl)-6,6-dimethyl-5,6-dihydropyrrolo[3,4-c]pyrazole-2(4H)-carboxylate FC=1C=CC(=C(C1)NC(=O)N1C(C2=NN(C=C2C1)C(=O)[O-])(C)C)C